(3-azabicyclo[3.2.1]oct-1-yl)-N-methylacetamide C12(CNCC(CC1)C2)CC(=O)NC